N-(4-(N-((R)-1-((1R,2S,4S)-7-azabicyclo[2.2.1]heptan-2-yl)ethyl)sulfamoyl)-2-methylphenyl)-2-methylbenzamide [C@H]12[C@H](C[C@H](CC1)N2)[C@@H](C)NS(=O)(=O)C2=CC(=C(C=C2)NC(C2=C(C=CC=C2)C)=O)C